t-hexyl-peroxy(2-ethylhexanoic acid) C(C)(C)(CCC)OOC(C(=O)O)(CCCC)CC